Z-oxacyclohexadec-13-en-2-one O1C(CCCCCCCCCC\C=C/CC1)=O